Cetylbetain CCCCCCCCCCCCCCCCC(C(=O)[O-])[N+](C)(C)C